N-(2-((1R,4R)-2-oxa-5-azabicyclo[2.2.1]heptan-5-yl)-4-methoxy-5-((6-((R)-3-(3-phenoxyphenyl)isoxazolidin-2-yl)pyrimidin-4-yl)amino)phenyl)acrylamide [C@H]12OC[C@H](N(C1)C1=C(C=C(C(=C1)OC)NC1=NC=NC(=C1)N1OCC[C@@H]1C1=CC(=CC=C1)OC1=CC=CC=C1)NC(C=C)=O)C2